N-(3-(cyclopentylsulfonyl)phenyl)-6-((2-methoxyethyl)amino)-2-(6-azaspiro[2.5]octan-6-yl)nicotinamide C1(CCCC1)S(=O)(=O)C=1C=C(C=CC1)NC(C1=C(N=C(C=C1)NCCOC)N1CCC2(CC2)CC1)=O